(R)-N,N-dibenzyl-5-(1-(6-(2-hydroxy-2-(3-(trifluoromethyl)phenyl)acetyl)-4-oxo-4,5,6,7,8,9-hexahydro-3H-pyrimido[5,4-c]azepin-2-yl)cyclopropyl)thiophene-3-carboxamide C(C1=CC=CC=C1)N(C(=O)C1=CSC(=C1)C1(CC1)C=1NC(C=2CN(CCCC2N1)C([C@@H](C1=CC(=CC=C1)C(F)(F)F)O)=O)=O)CC1=CC=CC=C1